O=C1C=C(NC2=CC=CC=C12)C(=O)OC methyl 4-oxo-1H-quinoline-2-carboxylate